ClC=1C(=C(C=CC1)NC(=O)C=1C=C(C=C2C1N=C(O2)C)NC(=O)C2=C(C=CC=C2)C(F)(F)F)C N-(3-chloro-2-methylphenyl)-2-methyl-6-({[2-(trifluoromethyl)phenyl]carbonyl}amino)-1,3-benzoxazole-4-carboxamide